C(C(=C)C)(=O)OCCC[Si](C)(C)OC 3-(Methoxydimethylsilyl)propyl methacrylate